OC(CC1=NNC(O1)=S)CNC1=CC=CC=C1 5-(2-hydroxy-3-phenylaminopropyl)-1,3,4-oxadiazole-2(3H)-thione